N[C@H](C(=O)NC=1C=C2C(=C(NC2=CC1)C1=CC(=C(C=C1)OC)OC)C(C)C)CCCN (S)-2,5-diamino-N-(2-(3,4-dimethoxyphenyl)-3-isopropyl-1H-indol-5-yl)pentanamide